ClC1=CC(=CC2=C(C=C(C=C12)C(=O)OC)Cl)C(=O)OC dimethyl 4,8-dichloro-2,6-naphthalenedicarboxylate